difluoro-1,1'-biphenyl FC1=CC=C(C=C1)C1=CC=C(C=C1)F